ClC1=CC=C(C=C1)N1N=CC(=C1)S(=O)(=O)NC1=C(C(=O)OC)C=C(C=C1)C=O methyl 2-(1-(4-chlorophenyl)-1H-pyrazole-4-sulfonamido)-5-formylbenzoate